2,4-ditrifluoromethylbenzaldehyde FC(C1=C(C=O)C=CC(=C1)C(F)(F)F)(F)F